(4,6-dichloro-5-methoxy-pyrimidin-2-yl)amine ClC1=NC(=NC(=C1OC)Cl)N